(4R)-4-{[(benzyloxy)carbonyl]amino}-5-{[2-(1H-imidazol-5-yl)ethyl]amino}-5-oxopentanoic acid C(C1=CC=CC=C1)OC(=O)N[C@H](CCC(=O)O)C(=O)NCCC1=CN=CN1